N,N-dimethyllaurylamine-N-oxide C[N+](C)(CCCCCCCCCCCC)[O-]